C(C)(C)[Si](OC(CCCC(=O)O)C)(C(C)C)C(C)C 5-triisopropylsilyloxy-hexanoic acid